(S)-8-iodo-2,6-dimethyloct-2-ene ICC[C@H](CCC=C(C)C)C